N-(2-(1-ethyl-7-oxa-1-azaspiro[4.4]non-3-en-4-yl)thieno[2,3-b]pyridin-4-yl)benzo[d]thiazol-5-amine C(C)N1CC=C(C12COCC2)C2=CC=1C(=NC=CC1NC=1C=CC3=C(N=CS3)C1)S2